C(C)N(C([S-])=S)C1=CC=CC=C1.[Zn+2].C(C)N(C([S-])=S)C1=CC=CC=C1 Zinc (N-ethyl-N-phenyl dithiocarbamate)